(R)-N-((S)-2-fluoro-1-(3-nitro-5-(trifluoromethyl)phenyl)ethyl)-2-methylpropane-2-sulfinamide FC[C@H](C1=CC(=CC(=C1)C(F)(F)F)[N+](=O)[O-])N[S@](=O)C(C)(C)C